1-(4-pentylphenyl)-2-(9H-xanthen-9-yl)vinyl acetate C(C)(=O)OC(=CC1C2=CC=CC=C2OC=2C=CC=CC12)C1=CC=C(C=C1)CCCCC